2-(3,4-dimethoxyphenyl)-4-[[4-(6-methyl-2-propan-2-ylpyrimidin-4-yl)piperazin-1-yl]methyl]-1,3-thiazole COC=1C=C(C=CC1OC)C=1SC=C(N1)CN1CCN(CC1)C1=NC(=NC(=C1)C)C(C)C